[Si]([O-])([O-])([O-])[O-].[Na+].FC1=CC=C(C(=O)C=2OC(=CC2)C(C2=CC=C(C=C2)F)=O)C=C1.[Na+].[Na+].[Na+] 2,5-di(4-fluorobenzoyl)furan sodium silicate